2-Ethoxy-1-propanol C(C)OC(CO)C